1-(pyridin-4-yl)ethane-1,2-diamine N1=CC=C(C=C1)C(CN)N